ClC=1C=CC(=C(C1)C1=NOC(=N1)C1=NN(C(C=C1)=O)CC(=O)NCC)F 2-(3-(3-(5-chloro-2-fluorophenyl)-1,2,4-oxadiazol-5-yl)-6-oxopyridazin-1(6H)-yl)-N-ethylacetamide